1-(4-methoxyphenyl)-1,3-dihydro-2H-cyclopenta[b]benzofuran-2,2-dicarboxylate COC1=CC=C(C=C1)C1C(CC=2OC3=C(C21)C=CC=C3)(C(=O)[O-])C(=O)[O-]